6-(5-fluoropyridin-2-yl)pyrido[2,3-d]Pyrimidin-4(3H)-one FC=1C=CC(=NC1)C1=CC2=C(N=CNC2=O)N=C1